azoamide N(=N[NH-])[NH-]